9-(6-chloro-3-oxo-2,3-dihydropyridazin-4-yl)-1-(3,4-difluorophenyl)-1,9-diazaspiro[5.5]undecan-2-one ClC=1C=C(C(NN1)=O)N1CCC2(CCCC(N2C2=CC(=C(C=C2)F)F)=O)CC1